Cl.Cl.N1CC(C1)OCCCCCC1NC2=NC=CC=C2CC1 2-(5-(azetidin-3-yloxy)pentyl)-1,2,3,4-tetrahydro-1,8-naphthyridine dihydrochloride